[N+](=O)([O-])C=1C=C(C=O)C=C(C1)C(F)(F)F 3-nitro-5-(trifluoromethyl)benzaldehyde